FC(C(C(C(C(C(C(C(C(C(C(F)(F)F)(F)F)(F)F)(F)F)(F)F)(F)F)(F)F)(F)F)(F)F)(F)F)(F)Cl perfluoro-undecyl chloride